6-Chloro-9-ethyl-8-(4-methoxy-phenyl)-1-methyl-9H-pyrido[3,4-b]indole ClC=1C=C2C3=C(N(C2=C(C1)C1=CC=C(C=C1)OC)CC)C(=NC=C3)C